C(C)(C)C1=CC=C(C=C1)CC(C)=O 1-(4-isopropylphenyl)propanone